4-(2-chloro-5-methoxypyridin-4-yl)-6-(hydroxymethyl)pyridin ClC1=NC=C(C(=C1)C1=CC=NC(=C1)CO)OC